NC1=NC(=NC=2N1N=C(N2)C=2OC=CC2)N(C(OCCCOCCCCCCCCCCCCCCCC)=O)CCCC2=CC=C(C=C2)NS(=O)(=O)C2=CC(=C(C(=C2)Cl)O)C(N)=O 3-(Hexadecyloxy)propyl (7-amino-2-(furan-2-yl)-[1,2,4]triazolo[1,5-a][1,3,5]triazin-5-yl)(3-(4-((3-carbamoyl-5-chloro-4-hydroxyphenyl)sulfonamido)phenyl)propyl)carbamate